ClC1=C(C=CC(=N1)NC(=O)[C@H](C(C1CC1)C1CC1)NC(=O)C=1N(N=CC1)CC)C=1C(=NN(C1C)COCC[Si](C)(C)C)C N-[(1S)-1-[[6-chloro-5-[3,5-dimethyl-1-(2-trimethylsilylethoxymethyl)pyrazol-4-yl]-2-pyridyl]carbamoyl]-2,2-dicyclopropyl-ethyl]-2-ethyl-pyrazole-3-carboxamide